CC(C)C1=CC=C(C=C1)NC(=O)N1[C@H](CCC1)C(=O)NC1=CC=C(C=C1)C1=CC(=NC=C1)C(=O)[O-].[NH4+] ammonium 4-{4-[(1-{[4-(propan-2-yl)phenyl]carbamoyl}-D-prolyl)amino]phenyl}pyridine-2-carboxylate